COC1=CC=2N=CN=C(C2N=C1O[C@H](C)C=1N=CSC1C)C=1C(=NN(C1)C)C1=CC=CC=C1 (R)-4-(1-((7-methoxy-4-(1-methyl-3-phenyl-1H-pyrazol-4-yl)pyrido[3,2-d]pyrimidin-6-yl)oxy)ethyl)-5-methylthiazole